1-[(3S)-4-(3-chloro-5-fluoro-phenyl)-3-methyl-piperazin-1-yl]pentane-1,4-dione ClC=1C=C(C=C(C1)F)N1[C@H](CN(CC1)C(CCC(C)=O)=O)C